3-amino-5-(4-fluorophenyl)-6-(4-methylquinazolin-6-yl)pyrazine-2-carboxamide NC=1C(=NC(=C(N1)C1=CC=C(C=C1)F)C=1C=C2C(=NC=NC2=CC1)C)C(=O)N